N1(C=NC=C1)CC#N (1H-imidazole-1-yl)acetonitrile